N1=CC(=CC=C1)NCCN N-(3-pyridinyl)ethylenediamine